(1H-imidazol-4-yl)butyric acid N1C=NC(=C1)C(C(=O)O)CC